tert-butyl 3-(4-cyanophenyl)-2-((diphenylmethylene)amino)propanoate C(#N)C1=CC=C(C=C1)CC(C(=O)OC(C)(C)C)N=C(C1=CC=CC=C1)C1=CC=CC=C1